CC=1OC(=CC1C(=O)NC1=NC(=NS1)C)C1=CC(=CC=C1)C(F)(F)F 2-Methyl-N-(3-methyl-1,2,4-thiadiazol-5-yl)-5-(3-(trifluoromethyl)phenyl)furan-3-carboxamide